N,N'-bis-[3-(benzylsulfonyloxy)phenyl]urea C(C1=CC=CC=C1)S(=O)(=O)OC=1C=C(C=CC1)NC(=O)NC1=CC(=CC=C1)OS(=O)(=O)CC1=CC=CC=C1